CN1N=CC2=CC(=CC=C12)C1=CC2=NC=CC(=C2O1)C1=CC(=NC=C1)C(C)(C)O 2-(4-(2-(1-methyl-1H-indazol-5-yl)furo[3,2-b]pyridin-7-yl)pyridin-2-yl)propan-2-ol